(3-(aminomethyl)-3-fluoroazetidin-1-yl)(3,4-dichloro-5-fluoro-1H-indol-2-yl)methanone NCC1(CN(C1)C(=O)C=1NC2=CC=C(C(=C2C1Cl)Cl)F)F